5-(((((S)-4-methoxy-1-oxo-1-propoxybutan-2-yl)amino)(phenoxy)phosphoryl)methyl)benzo[b]thiophene-2-carboxylic acid COCC[C@@H](C(OCCC)=O)NP(=O)(OC1=CC=CC=C1)CC1=CC2=C(SC(=C2)C(=O)O)C=C1